ethyl (1R,3S)-3-(chloroethynyl)-2,2-dimethylcyclopropanecarboxylate ClC#C[C@@H]1C([C@@H]1C(=O)OCC)(C)C